5-[N-{(4,6-dimethylpyrimidine-2-yl) carbamoyl} sulfamoyl]-1-(Methyl pyridine-2-yl)-1H-pyrazol-4-carboxylate CC1=NC(=NC(=C1)C)NC(=O)NS(=O)(=O)C1=C(C=NN1C1=NC=CC=C1C)C(=O)[O-]